ClC1C(OC2=C(O1)C=CC=C2N2CCNCC2)Cl 2,3-Dichloro-5-(piperazin-1-yl)-2,3-dihydro-1,4-benzodioxine